(4-bromo-3-fluorophenyl)-N,N-dimethylpropionamide BrC1=C(C=C(C=C1)C(C(=O)N(C)C)C)F